FC1=CC=C(C=C1)C#CC1=CN=CC=2[C@H]3N(C[C@@H](OC21)C3)C(=O)C3(CCCC3)C ((2S,5S)-9-((4-Fluorophenyl)ethynyl)-2,3-dihydro-2,5-methanopyrido[3,4-f][1,4]oxazepin-4(5H)-yl)(1-methylcyclopentyl)methanone